N-(4-fluorobenzyl)-3-(4-oxo-6-(1H-pyrazol-4-yl)quinazolin-3(4H)-yl)benzamide FC1=CC=C(CNC(C2=CC(=CC=C2)N2C=NC3=CC=C(C=C3C2=O)C=2C=NNC2)=O)C=C1